2-bromo-1-methylethyltri-n-propoxysilane BrCC(C)[Si](OCCC)(OCCC)OCCC